NC1=NC=NN2C1=C(C=C2C=2C(=CC(=C(C(=O)N[C@@H]1CN(C[C@@H]1F)C(=O)C1CC(CC1)(F)F)C2)C)F)C(F)(F)F 5-[4-amino-5-(trifluoromethyl)pyrrolo[2,1-f][1,2,4]triazin-7-yl]-N-[(3R,4S)-1-(3,3-difluorocyclopentanecarbonyl)-4-fluoropyrrolidin-3-yl]-4-fluoro-2-methylbenzamide